C1OC[C@@H]2[C@@H]1CNC2 trans-hexahydro-1H-furo[3,4-c]pyrrole